(R)-N-(2-fluoro-5-(2-(2-(methoxymethyl)pyrrolidin-1-yl)acetamido)pyridin-3-yl)-2-(1-methyl-1H-pyrazol-4-yl)-1H-pyrrolo[2,3-b]pyridine-5-carboxamide FC1=NC=C(C=C1NC(=O)C=1C=C2C(=NC1)NC(=C2)C=2C=NN(C2)C)NC(CN2[C@H](CCC2)COC)=O